6α,9α-difluoro-11β-hydroxy-16α-methyl-3-oxo-17α-propionyloxy-androsta-1,4-diene F[C@H]1C[C@H]2[C@@H]3C[C@H]([C@H]([C@@]3(C)C[C@@H]([C@@]2([C@]2(C=CC(C=C12)=O)C)F)O)OC(CC)=O)C